glucose-ammonium salt [NH4+].O=C[C@H](O)[C@@H](O)[C@H](O)[C@H](O)CO